1-(((S)-oxetan-2-yl)methyl)-1H-benzo[d]imidazole-carboxylic acid O1[C@@H](CC1)CN1C(=NC2=C1C=CC=C2)C(=O)O